ClC=1C=C(C=C(C1F)Cl)C1(CC(=NO1)N1CC2=C(C1)C(=C(S2)C(=O)NC(C(F)(F)F)C)C)C(F)(F)F 5-(5-(3,5-dichloro-4-fluorophenyl)-5-(trifluoromethyl)-4,5-dihydroisoxazol-3-yl)-3-methyl-N-(1,1,1-trifluoropropan-2-yl)-5,6-dihydro-4H-thieno[2,3-c]pyrrole-2-carboxamide